CC(=CC=1C=C(OC2=C(N=NN2)C(=O)O)C=CC1)C 5-(3-(2-methylprop-1-en-1-yl)phenoxy)-1H-1,2,3-triazole-4-carboxylic acid